naphthalene-2,6-dicarboxhydrazide C1=C(C=CC2=CC(=CC=C12)C(=O)NN)C(=O)NN